4-((2-(4-(dimethylamino)phenyl)-1H-benzo[d]imidazol-5-yl)amino)butan-1-ol CN(C1=CC=C(C=C1)C1=NC2=C(N1)C=CC(=C2)NCCCCO)C